bromo-2-phenyl-1H-imidazo[4,5-b]pyrazine BrN1C(=NC=2C1=NC=CN2)C2=CC=CC=C2